tert-butyl N-[(3R,4R)-1-{7-[6-(methoxymethoxy)-2,7-dimethylindazol-5-yl]-1,8-naphthyridin-3-yl}-4-methylpyrrolidin-3-yl]carbamate COCOC=1C(=CC2=CN(N=C2C1C)C)C1=CC=C2C=C(C=NC2=N1)N1C[C@@H]([C@@H](C1)C)NC(OC(C)(C)C)=O